N=1C=NN2C1C=C(C=C2)OC2=C(C=C(C=C2)NC2=NC=NC1=C2N=C(N=C1)OC1CC2CCC(C1)N2C(C=C)=O)C 1-(Endo-3-((8-((4-([1,2,4]triazolo[1,5-a]pyridin-7-yloxy)-3-methylphenyl)amino)Pyrimido[5,4-d]pyrimidin-2-yl)oxy)-8-azabicyclo[3.2.1]oct-8-yl)prop-2-en-1-one